CN(CC[C@H](O)C=1SC=CC1)C (S)-3-(dimethylamino)-1-(2-thienyl)-1-propanol